2-[4-(Difluoromethyl)-6-[2-[4-[[4-(hydroxymethyl)-1-piperidinyl]methyl]phenyl]ethynyl]-7-methyl-indazol-2-yl]-2-(6,7-dihydro-5H-pyrrolo[1,2-c]imidazol-1-yl)-N-thiazol-2-yl-acetamide FC(C=1C2=CN(N=C2C(=C(C1)C#CC1=CC=C(C=C1)CN1CCC(CC1)CO)C)C(C(=O)NC=1SC=CN1)C1=C2N(C=N1)CCC2)F